phenylbutynedicarboxylic acid C1(=CC=CC=C1)C(C#CC)(C(=O)O)C(=O)O